The molecule is a member of the class of thienotriazolodiazepines that is the tert-butyl ester of [(6S)-4-(4-chlorophenyl)-2,3,9-trimethyl-6H-thieno[3,2-f][1,2,4]triazolo[4,3-a][1,4]diazepin-6-yl]acetic acid. An inhibitor of bromodomain-containing protein 4 that exhibits anti-cancer and cardioprotective properties. It has a role as a bromodomain-containing protein 4 inhibitor, a cardioprotective agent, an antineoplastic agent, an anti-inflammatory agent, an angiogenesis inhibitor and an apoptosis inducer. It is a thienotriazolodiazepine, an organochlorine compound, a carboxylic ester and a tert-butyl ester. CC1=C(SC2=C1C(=N[C@H](C3=NN=C(N32)C)CC(=O)OC(C)(C)C)C4=CC=C(C=C4)Cl)C